(S)-7-((5-(1-((tert-butoxycarbonyl)amino)-1,3-dihydrospiro[indene-2,4'-piperidine]-1'-yl)-6-(hydroxymethyl)pyrazin-2-yl)thio)-8-chloroimidazo[1,2-a]pyridine-2-carboxylic acid C(C)(C)(C)OC(=O)N[C@@H]1C2=CC=CC=C2CC12CCN(CC2)C=2N=CC(=NC2CO)SC2=C(C=1N(C=C2)C=C(N1)C(=O)O)Cl